5-amino-3-(3,8-difluoro-4-methoxy-2-phenylquinolin-7-yl)-1-((1s,3s)-3-hydroxy-3-methylcyclobutyl)-1H-pyrazole-4-carbonitrile NC1=C(C(=NN1C1CC(C1)(C)O)C1=CC=C2C(=C(C(=NC2=C1F)C1=CC=CC=C1)F)OC)C#N